pyrrolo[2,3-b]pyridine-2-carboxylate N1C(=CC=2C1=NC=CC2)C(=O)[O-]